ClC1=NC(=C2N=CN(C2=N1)C(C)C)NCC1=C(C=CC=C1)N1N=C(C=C1)C(=O)N1CCN(CC1)CCO (1-(2-(((2-chloro-9-isopropyl-9H-purin-6-yl)amino)methyl)phenyl)-1H-pyrazol-3-yl)(4-(2-hydroxyethyl)piperazin-1-yl)methanone